O1COC2=C1C=CC(=C2)CC(=O)NC=2SC(=C(N2)C2=C(C=C(C=C2)NC(C2=C(C=CC=C2)C)=O)C)C N-(4-(2-(2-(benzo[d][1,3]dioxol-5-yl)acetamido)-5-methylthiazol-4-yl)-3-methylphenyl)-2-methylbenzamide